1,1-Dimethylethyl N-(2-aminoethyl)carbamate NCCNC(OC(C)(C)C)=O